(1H-pyrazol-5-yl)boronic acid N1N=CC=C1B(O)O